(R)-N-(4-cyclobutyl-3-(2,4-dimethylthiazol-5-yl)-1-methyl-1H-pyrazol-5-yl)-2-(2,2,3,3-tetrafluorocyclobutyl)acetamide C1(CCC1)C=1C(=NN(C1NC(C[C@H]1C(C(C1)(F)F)(F)F)=O)C)C1=C(N=C(S1)C)C